(S)-5-(((4-(3-chloro-4-(3-((3-fluoro-4-(((2-hydroxyethyl)amino)methyl)pyridin-2-yl)amino)-2-methylphenyl)pyridin-2-yl)-2-fluoro-6-methoxybenzyl)amino)methyl)pyrrolidin-2-one ClC=1C(=NC=CC1C1=C(C(=CC=C1)NC1=NC=CC(=C1F)CNCCO)C)C1=CC(=C(CNC[C@@H]2CCC(N2)=O)C(=C1)OC)F